N-((S)-1-((3R,5'S)-5'-(benzo[d]thiazole-2-carbonyl)-2-oxospiro[indoline-3,3'-pyrrolidine]-1'-yl)-4-methyl-1-oxopentan-2-yl)cinnamamide S1C(=NC2=C1C=CC=C2)C(=O)[C@@H]2C[C@@]1(CN2C([C@H](CC(C)C)NC(C=CC2=CC=CC=C2)=O)=O)C(NC2=CC=CC=C21)=O